ethyl 3-chloro-2-methoxy-5,6,7,8-tetrahydro-1-naphthoate ClC=1C(=C(C=2CCCCC2C1)C(=O)OCC)OC